C1(=CC=CC=C1)P(OC1=C(C=CC2=CC=CC=C12)C=1C=CC=2C=CC3=CC=CC=C3C2C1)([O-])=O phenanthren-3-ylnaphthalen-1-yl (S)-phenylphosphonate